C(C)N1C(=C(C2=CC(=CC=C12)C=1C=C(C=C(C1)[N+](=O)[O-])CCC(=O)O)CC(CO)(C)C)C1=C(C=CC=C1)COC 3-[3-[1-ethyl-3-(3-hydroxy-2,2-dimethylpropyl)-2-[2-(methoxymethyl)phenyl]Indol-5-yl]-5-nitrophenyl]Propionic acid